O=C1NC(CCC1N1C(C2=CC=CC(=C2C1=O)NCCOCCOCCOCCOCCOC1=CC=C(C=C1)\C(=C(\CC)/C1=CC=CC=C1)\C1=CC=C(C=C1)O)=O)=O (Z)-2-(2,6-dioxopiperidin-3-yl)-4-((14-(4-(1-(4-hydroxyphenyl)-2-phenylbut-1-en-1-yl)phenoxy)-3,6,9,12-tetraoxatetradecyl)amino)isoindoline-1,3-dione